1-tert-butyl-2-ethyl-(2R,5S)-5-[(benzyloxy)amino]piperidine C(C)(C)(C)N1[C@@H](CC[C@@H](C1)NOCC1=CC=CC=C1)CC